COCC=1N=C2N(N=C(C(=C2)C)N2CC=3C=C(C=NC3CC2)C=2C=NC=NC2)C(C1)=O 2-(methoxymethyl)-8-methyl-7-(3-(pyrimidin-5-yl)-7,8-dihydro-1,6-naphthyridin-6(5H)-yl)-4H-pyrimido[1,2-b]pyridazin-4-one